2-(4-hydroxy-3-methoxyphenyl)ethanone OC1=C(C=C(C=C1)CC=O)OC